N-methyl-6-{3-[(3-phenylcyclohexyl)carbamoyl]piperidin-1-yl}-1H-indazole-3-carboxamide CNC(=O)C1=NNC2=CC(=CC=C12)N1CC(CCC1)C(NC1CC(CCC1)C1=CC=CC=C1)=O